ClC1=C(C(=CC=C1)[N+](=O)[O-])NC1=C(C(=NN1C)C)C1=C(C=C(C=C1F)OC)F N-(2-chloro-6-nitrophenyl)-4-(2,6-difluoro-4-methoxyphenyl)-1,3-dimethyl-1H-pyrazol-5-amine